ClC1=CC=C(C[C@H]2C(N([C@H]3C[C@@H]23)C2=NC(=NN2)C2=CC=NC=C2)=O)C=C1 (1S,4R,5S)-4-(4-Chlorobenzyl)-2-(3-(pyridin-4-yl)-1H-1,2,4-triazol-5-yl)-2-aza-bicyclo[3.1.0]hexan-3-one